F\C(=C/C=1C(=C(C=CC1)C1=C(C(=CC=C1)\C=C(\C1=CC(=C(C=C1)CO)OC)/F)C)C)\C=1C=CC(=C(OCC=2C=NC=C(C#N)C2)C1)C=O 5-((5-((Z)-1-fluoro-2-(3'-((Z)-2-fluoro-2-(4-(hydroxymethyl)-3-methoxyphenyl)vinyl)-2,2'-dimethyl-[1,1'-biphenyl]-3-yl)vinyl)-2-formylphenoxy)methyl)nicotinnitrile